methyl 3-bromo-2-methyl-2H-indazole-5-carboxylate BrC=1N(N=C2C=CC(=CC12)C(=O)OC)C